8-((4-methoxyphenyl)(methyl)amino)-5-methyl-6-oxo-5,6-dihydro-1,5-naphthyridine-2-carbonitrile COC1=CC=C(C=C1)N(C1=CC(N(C=2C=CC(=NC12)C#N)C)=O)C